FC1=C(C(=CC=C1)F)C1=NOC(=C1)[C@@H]([C@@](CN1N=NN=C1)(O)C1=C(C=C(C=C1)F)F)C (2R,3R)-3-(3-(2,6-difluorophenyl)isoxazol-5-yl)-2-(2,4-difluorophenyl)-1-(1H-tetrazol-1-yl)butan-2-ol